2-[(4S)-6-(4-chlorophenyl)-1-methyl-8-(1-methylpyrazol-4-yl)-4H-[1,2]oxazolo[5,4-d][2]benzazepin-4-yl]acetamide ClC1=CC=C(C=C1)C1=N[C@H](C2=C(C3=C1C=C(C=C3)C=3C=NN(C3)C)C(=NO2)C)CC(=O)N